N1(CCNCC1)C1=CC=C(C=C1)C=1N=C2N(C(=CN=C2N)C2=CC=C(C=C2)C)C1 (4-(Piperazin-1-yl)phenyl)-5-(p-tolyl)imidazo[1,2-a]pyrazin-8-amine